12-Hydroxy-tricos-14-enoic acid OC(CCCCCCCCCCC(=O)O)CC=CCCCCCCCC